CC1=NOC(=C1C=1C=C(N)C=CC1OCCN1CCCC1)C 3-(3,5-dimethylisoxazol-4-yl)-4-(2-pyrrolidin-1-ylethoxy)aniline